FC1=C(C=CC(=C1)F)C1=CCC(N1)=O 5-(2,4-difluorophenyl)-2-oxo-1,2-dihydro-3H-pyrrole